2-M-TOLYLAMINO-PYRIMIDINE-5-CARBALDEHYDE C1(=CC(=CC=C1)NC1=NC=C(C=N1)C=O)C